C(CCC)C1=C(C(=C(C(=N1)O)C(=O)N1CCN(CC1)C(=O)C1=NC=C(C=C1)Cl)O)C1=C(C=CC=C1OC)OC 6-butyl-3-[4-(5-chloropyridine-2-carbonyl)piperazine-1-carbonyl]-5-(2,6-dimethoxyphenyl)pyridine-2,4-diol